7-chloro-1-(m-tolyl)quinazoline-2,4(1H,3H)-dione ClC1=CC=C2C(NC(N(C2=C1)C=1C=C(C=CC1)C)=O)=O